[Si](C)(C)(C(C)(C)C)OC1CN(C1)C(=O)C1=C(C=C(C=N1)NC(=O)C1=C(C(=NS1)C1=CC=CC=C1)C1CC1)Cl N-(6-(3-((tert-butyldimethylsilyl)oxy)azetidine-1-carbonyl)-5-chloropyridin-3-yl)-4-cyclopropyl-3-phenylisothiazole-5-carboxamide